C(C)OC1=CSC(=C1)C1=NC=NC(=C1)NCCN1C(=CC2=CC(=CC(=C12)F)C)C 3-Ethoxy-5-{6-[2-(7-fluoro-2,5-dimethyl-indol-1-yl)-ethylamino]-pyrimidin-4-yl}-thiophen